1-[4-[(3-dimethylaminopropyl)ethoxymethylsilyl]phenyl]-1-phenylethylene CN(CCC[SiH](C1=CC=C(C=C1)C(=C)C1=CC=CC=C1)COCC)C